BrCC1(CC1)S(=O)(=O)C1(COC(OC1)(C)C)C 5-((1-(bromomethyl)cyclopropyl)sulfonyl)-2,2,5-trimethyl-1,3-dioxane